2,2'-azobis(2-methylpropionamidine)-disulfate salt S(=O)(=O)(O)OS(=O)(=O)O.N(=NC(C(=N)N)(C)C)C(C(=N)N)(C)C